CN1N=C(C(=C1OC(F)F)CCl)C(F)(F)F 1-Methyl-3-trifluoromethyl-4-chloromethyl-5-difluoromethoxy-1H-pyrazole